FC(C1=CC=C(N=N1)CC1CC2(CN(C2)C=O)C1)(F)F [6-[[6-(trifluoromethyl)pyridazin-3-yl]methyl]-2-azaspiro[3.3]heptan-2-yl]methanone